CC1(OCCC1)C(=O)NC1=CNC2=CC=C(C=C12)OC1CC(C1)C1=CC=C(C=C1)C(F)(F)F 2-methyl-N-{5-[(1R,3R)-3-[4-(trifluoromethyl)phenyl]cyclobutoxy]-1H-indol-3-yl}oxolane-2-carboxamide